3-fluoro-5-methylsulfonyl-aniline FC=1C=C(N)C=C(C1)S(=O)(=O)C